[Si](C1=CC=CC=C1)(C1=CC=CC=C1)(C(C)(C)C)OC[C@@H]1[C@@H]([C@@H]([C@H](CO1)NC(C)=O)O)O N-((3S,4R,5R,6R)-6-(((tert-butyldiphenylsilyl)oxy)methyl)-4,5-dihydroxytetrahydro-2H-pyran-3-yl)acetamide